tert-butyl 2-(4-{2-[1-(5-chloro-1H-1,3-benzodiazol-2-yl)-5-hydroxy-3-[4-(trifluoromethyl)phenyl]-1H-pyrazol-4-yl]ethyl}phenoxy)acetate ClC1=CC2=C(NC(=N2)N2N=C(C(=C2O)CCC2=CC=C(OCC(=O)OC(C)(C)C)C=C2)C2=CC=C(C=C2)C(F)(F)F)C=C1